1-(2-(trifluoromethyl)cyclopropane-1-carbonyl)-1,2,3,6-tetrahydropyridin FC(C1C(C1)C(=O)N1CCC=CC1)(F)F